NC=1C2=C(N=CN1)N(C(=C2C#N)Br)C 4-amino-6-bromo-7-methyl-7H-pyrrolo[2,3-d]pyrimidine-5-carbonitrile